5-hydroxy-3,4-diphenyl-valeric acid OCC(C(CC(=O)O)C1=CC=CC=C1)C1=CC=CC=C1